NC=1C(=NC(=CC1)N)C 3,6-diamino-2-methylpyridine